C(C1=CC=CC=C1)OC(=O)N1C[C@H](NCC1)C(=O)O (S)-4-((benzyloxy)carbonyl)piperazine-2-carboxylic acid